tert-butyl 2-[(3-methyl-2,3,4,5-tetrahydro-1H-3-benzazepin-7-yl)amino]-5H,6H,7H,8H-pyrido[3,4-d]pyrimidine-7-carboxylate CN1CCC2=C(CC1)C=CC(=C2)NC=2N=CC1=C(N2)CN(CC1)C(=O)OC(C)(C)C